C1(CC1)OC[C@@H](C1=CC(=CC=C1)OC(F)(F)F)NC(CC1(CC(C1)(F)F)O)=O (R)-N-(2-Cyclopropoxy-1-(3-(trifluoromethoxy)phenyl)ethyl)-2-(3,3-difluoro-1-hydroxycyclobutyl)acetamid